3-(3-fluoro-4-(4-(hydroxymethyl)piperidin-1-yl)phenyl)piperidine-2,6-dione FC=1C=C(C=CC1N1CCC(CC1)CO)C1C(NC(CC1)=O)=O